C(C)(=O)C(C=O)C(CCC)=O 2-acetyl-1,3-hexanedione